(2-((2r,6s)-2,6-dimethyltetrahydro-2H-pyran-4-yl)quinolin-6-yl)methanol C[C@H]1O[C@H](CC(C1)C1=NC2=CC=C(C=C2C=C1)CO)C